C1(=CC=CC=C1)CCCC=1OC(=CN1)C=1SC=CC1 2-(3-phenylpropyl)-5-(2-thienyl)oxazole